ClC=1C=C(C=C(C1)C)C1=CN=C(S1)NC1=NC(=NN2C1=CC=C2)Cl 5-(3-chloro-5-methylphenyl)-N-(2-chloropyrrolo[2,1-f][1,2,4]triazin-4-yl)thiazol-2-amine